2-((((S)-2-hydroxypropyl)amino)methyl)-3-methylpyrrolo[2,1-f][1,2,4]triazin-4(3H)-one O[C@H](CNCC1=NN2C(C(N1C)=O)=CC=C2)C